FC=1C=C(C=CC1C)C1(CN(CC1)C(=O)NC1=C(C=CC(=C1)CO)OC)C1=NC=NS1 3-(3-fluoro-4-methylphenyl)-N-(5-(hydroxymethyl)-2-methoxyphenyl)-3-(1,2,4-thiadiazol-5-yl)pyrrolidine-1-carboxamide